CC1=CC=C(N(C)C)C=C1 4,N,N-Trimethyl-aniline